ClC1=NC=C(C(=C1F)C1=C(C=NC(=C1)C)C(=O)NC=1SC(=NN1)C(N([C@@H]1CC[C@H](CC1)OC)C)=O)OC 2'-chloro-3'-fluoro-5'-methoxy-6-methyl-N-(5-{methyl-[trans-4-methoxycyclohexyl]carbamoyl}-1,3,4-thiadiazol-2-yl)-[4,4'-bipyridine]-3-carboxamide